4-(phenylthio)butanoic acid C1(=CC=CC=C1)SCCCC(=O)O